[4-(4-Hydroxybut-1-ynyl)anilino]-1-[(4-methoxyphenyl)methyl]piperidine-2,6-dione OCCC#CC1=CC=C(NC2C(N(C(CC2)=O)CC2=CC=C(C=C2)OC)=O)C=C1